NC1=C(C2=CC=CC=C2C=C1)C=1C(=CC=C2C=CC=CC12)O 2'-amino-[1,1'-binaphthalene]-2-ol